C1(=CC=CC=C1)C(C)OCC=1C(NC(NC1)=O)=O 5-[1-(phenyl)ethoxymethyl]uracil